4-((difluoromethyl)sulfonyl)-7-nitro-2,3-dihydrobenzofuran FC(S(=O)(=O)C1=CC=C(C2=C1CCO2)[N+](=O)[O-])F